(1H-indol-3-yl)-3,3-dimethyl-2-oxo-1-((1-(thiophen-2-yl)azetidin-3-yl)methyl)indoline-6-carboxamide N1C=C(C2=CC=CC=C12)C1=C2C(C(N(C2=CC(=C1)C(=O)N)CC1CN(C1)C=1SC=CC1)=O)(C)C